3-((1H-Pyrazolo[3,4-b]pyridin-5-yl)ethynyl)-N-(3-(4-(methoxymethoxy)phenyl)-1-methyl-1H-indol-6-yl)-4-methylbenzamide N1N=CC=2C1=NC=C(C2)C#CC=2C=C(C(=O)NC1=CC=C3C(=CN(C3=C1)C)C1=CC=C(C=C1)OCOC)C=CC2C